4-(piperazin-1-yl)-N-(quinolin-8-yl)picolinamide hydrochloride Cl.N1(CCNCC1)C1=CC(=NC=C1)C(=O)NC=1C=CC=C2C=CC=NC12